C(C)N1CSC2=C1C=C(C=C2)O 3-ethyl-5-hydroxy-1,3-benzothiazol